NC1=C(C=C(N=N1)C1=C(C=CC=C1)O)N1CC2CCC(C1)N2C2=CC(=NC=C2)C#CCN2CC(C2)C2=CC=CC=C2 2-[6-amino-5-[8-[2-[3-(3-phenylazetidin-1-yl)prop-1-ynyl]-4-pyridyl]-3,8-diazabicyclo[3.2.1]octan-3-yl]pyridazin-3-yl]phenol